4-(1-((2-Ethoxyethyl)amino)ethyl)isoquinolin-1(2H)-one hydrochloride Cl.C(C)OCCNC(C)C1=CNC(C2=CC=CC=C12)=O